5-ethylthiophen C(C)C1=CC=CS1